6'-bromo-8'-methoxy-4'H-spiro[cyclopropane-1,5'-naphtho[2,1-d]isoxazol]-3'-amine BrC1=C2C3(CC=4C(=NOC4C2=CC(=C1)OC)N)CC3